ClC=1C(=CC2=C(N(C[C@H](N(S2(=O)=O)C)COC2=CC=CC=C2)C2=CC=CC=C2)C1)C=1C=CC(=C(C(=O)O)C1)F (S)-5-(7-chloro-2-methyl-1,1-dioxido-3-(phenoxymethyl)-5-phenyl-2,3,4,5-tetrahydrobenzo[f][1,2,5]thiadiazepin-8-yl)-2-fluorobenzoic acid